2-fluoro-N-(6-(4-methyloxazol-5-yl)benzo[d]thiazol-2-yl)cyclopropane-1-carboxamide FC1C(C1)C(=O)NC=1SC2=C(N1)C=CC(=C2)C2=C(N=CO2)C